3-[[(1S,2R,3R,4R,5S)-2,3-dihydroxy-1-(hydroxymethyl)-6,8-dioxabicyclo[3.2.1]octan-4-yl]amino]pyridazine-4-carbonitrile O[C@H]1[C@@]2(CO[C@H]([C@@H]([C@H]1O)NC=1N=NC=CC1C#N)O2)CO